CC(C(=O)O)(C)N1CCNCC1 2-methyl-2-(piperazin-1-yl)propanoic acid